OC1=C2C(C(=COC2=CC(=C1)O)C1=CC=C(C=C1)[O-])=O 4-(5,7-dihydroxy-4-oxo-4H-chromen-3-yl)phenolate